2-bromo-7-methoxythiazolo[5,4-b]pyridine-5-carboxylic acid methyl ester COC(=O)C1=CC(=C2C(=N1)SC(=N2)Br)OC